4-[[4-[[(1S)-2-hydroxy-1-phenyl-ethyl]amino]-5-(1H-1,2,4-triazol-5-yl)pyrimidin-2-yl]-amino]-N,2-dimethyl-benzamide OC[C@H](C1=CC=CC=C1)NC1=NC(=NC=C1C1=NC=NN1)NC1=CC(=C(C(=O)NC)C=C1)C